2-ethyl-N6-2-isopentenyl-adenine C(C)C1=NC(=C2NC=NC2=N1)NCC=C(C)C